1-({3,4-difluoro-2-[(2-fluoro-4-iodophenyl)amino]Phenyl}carbonyl)-N-(3,4-dihydroxybutyl)azetidine-3-carboxamide FC=1C(=C(C=CC1F)C(=O)N1CC(C1)C(=O)NCCC(CO)O)NC1=C(C=C(C=C1)I)F